3-(2-(((1-(6-amino-5-(2,3-dichlorophenyl)pyrazin-2-yl)-4-methylpiperidin-4-yl)amino)methyl)phenyl)piperidine-2,6-dione NC1=C(N=CC(=N1)N1CCC(CC1)(C)NCC1=C(C=CC=C1)C1C(NC(CC1)=O)=O)C1=C(C(=CC=C1)Cl)Cl